12-(methoxymethyl)-7-(trifluoromethyl)-10-thia-1,3-diazatricyclo[7.3.1.05,13]trideca-3,5(13),6,8-tetraen-2-one COCC1CSC2=CC(=CC=3C=NC(N1C32)=O)C(F)(F)F